BrC=1C(=C(C(=N)N)C=CC1OCCCCCCOC1=CC=C(C(=N)N)C=C1)Br dibromo-4,4'-hexamethylenedioxy-dibenzamidine